1-{[(2S,3R)-3-(fluoromethyl)-5-oxopyrrolidin-2-yl]methoxy}-7-methoxyisoquinoline-6-carboxamide FC[C@H]1[C@H](NC(C1)=O)COC1=NC=CC2=CC(=C(C=C12)OC)C(=O)N